Tert-butyl (Z)-2-((3-benzyl-5-bromopyrazin-2-yl)amino)-3-(4-fluorophenyl)acrylate C(C1=CC=CC=C1)C=1C(=NC=C(N1)Br)N\C(\C(=O)OC(C)(C)C)=C/C1=CC=C(C=C1)F